OC1=CC=C(C(=O)NNCC2=CC=C(C=C2)C(C)C)C=C1 4-HYDROXY-N'-(4-ISOPROPYLBENZYL)BENZOHYDRAZIDE